COC1=CC=C(C=C1)C(C)N1C[C@@H](N(C[C@H]1C)C=1C=2C(N(C(C1)=O)C)=CN(N2)CC#N)C 2-(7-((2S,5R)-4-(1-(4-methoxyphenyl)ethyl)-2,5-dimethylpiperazin-1-yl)-4-methyl-5-oxo-4,5-dihydro-2H-pyrazolo[4,3-b]pyridin-2-yl)acetonitrile